CC1=NC=C(C=C1NC(=O)C=1N=NN2C1C=CC(=C2)C=2C=NC(=NC2)C)NC(CN2[C@H](CCC2)C)=O N-[2-methyl-5-[[2-[(2S)-2-methylpyrrolidin-1-yl]acetyl]amino]-3-pyridyl]-6-(2-methylpyrimidin-5-yl)triazolo[1,5-a]pyridine-3-carboxamide